5-(chloromethyl)-3-(rac-(1R,5R,6S)-3-(3-fluorophenyl)bicyclo[3.1.0]hex-2-en-6-yl)-1,2,4-oxadiazole ClCC1=NC(=NO1)[C@H]1[C@@H]2CC(=C[C@H]12)C1=CC(=CC=C1)F |r|